2,5-bis(5-t-butylbenzoxazol-2-yl)thiophene 1,1-dimethyl-3-phenylpropyl-isobutyrate CC(CCC1=CC=CC=C1)(C)OC(C(C)C)=O.C(C)(C)(C)C=1C=CC2=C(N=C(O2)C=2SC(=CC2)C=2OC3=C(N2)C=C(C=C3)C(C)(C)C)C1